C(C)OC(CCC1CCC(CC1)CCCC)=O 3-(4-butylcyclohexyl)propionic acid ethyl ester